4-(7-methylpyrazolo[1,5-a]pyridin-3-yl)-7-[(5-piperazin-1-yl-2-pyridyl)amino]isoindolin-1-one CC1=CC=CC=2N1N=CC2C2=C1CNC(C1=C(C=C2)NC2=NC=C(C=C2)N2CCNCC2)=O